ClC1=C(C=CC=C1C1=NC=CC(=C1Cl)NC1=NC=CC(=C1F)C=O)C1=CC=C(C(=N1)OC)CN(C(OC(C)(C)C)=O)C[C@H]1NC(CC1)=O tert-butyl (S)-((6-(2-chloro-3-(3-chloro-4-((3-fluoro-4-formylpyridin-2-yl)amino)pyridin-2-yl)phenyl)-2-methoxypyridin-3-yl)methyl)((5-oxopyrrolidin-2-yl)methyl)carbamate